Cl.N[C@@H]1C(NCC1)=O (3S)-3-aminopyrrolidin-2-one monohydrochloride